2,4-di(benzenesulfonyl)phenol C1(=CC=CC=C1)S(=O)(=O)C1=C(C=CC(=C1)S(=O)(=O)C1=CC=CC=C1)O